NC1=NC=2C=CC(=CC2C2=C1[C@@H](OC2)C)C(=O)N(CC=2N=C1N(C=C(C=C1)C(F)(F)F)C2)C=2C(=NN(C2)C)C (3S)-4-Amino-N-(1,3-dimethylpyrazol-4-yl)-3-methyl-N-[[6-(trifluoromethyl)imidazo[1,2-a]pyridin-2-yl]methyl]-1,3-dihydrofurano[3,4-c]quinolin-8-carboxamide